undecadienol CCCCCCC/C=C/C=C/O